1,1-dioxo-[1,2]thiazolidin O=S1(NCCC1)=O